P(=O)(OO)([O-])[O-].[Ca+2] calcium (hydroxy) phosphate